N(=[N+]=[N-])[C@](C)(CC)C1=CN=C(C2=CN=C(C=C12)Cl)OC1(CC1)C (R)-4-(2-Azidobutan-2-yl)-6-chloro-1-(1-methylcyclopropoxy)-2,7-naphthyridine